FC1CN(C1)C[C@@]1(COC[C@H](O1)COC1=C(C=CC=C1)C1=C(C(NC(=C1)C(F)(F)F)=O)C(=O)N)C 4-(((2S,6R)-6-((3-fluoroazetidin-1-yl)methyl)-6-methyl-1,4-dioxan-2-ylmethoxy)phenyl)-2-oxo-6-(trifluoromethyl)-1,2-dihydropyridine-3-carboxamide